C1(CCC1)OC=1C(=CC=2C(N1)=NN(C2)CC2COCC2)C(=O)OC methyl 6-cyclobutoxy-2-((tetrahydrofuran-3-yl) methyl)-2H-pyrazolo[3,4-b]pyridine-5-carboxylate